dibenzo[b,d]selenophene C1=CC=CC=2[Se]C3=C(C21)C=CC=C3